cyclohexylboronic acid, phenylhydrazide C1(=CC=CC=C1)N(N)B(O)C1CCCCC1